ClC=1C=C(OC2=C(C=CC=C2)NC(\C=C\C2=CC=C(C=C2)OC)=O)C=CC1 (E)-N-(2-(3-chlorophenoxy)phenyl)-3-(4-methoxyphenyl)acrylamide